COC(=O)C=1C=C2C(=NC1)CCN2S(=O)(=O)C.CC2=CC=C(CC(C(=O)C1=CC=C(C=C1)N1CCOCC1)(CC)N(C)C)C=C2 2-(4-methylbenzyl)-2-(dimethylamino)-1-(4-morpholinylphenyl)butan-1-one methyl-1-(methylsulfonyl)-2,3-dihydro-1H-pyrrolo[3,2-b]pyridine-6-carboxylate